methylcarbonyl-L-lysine CC(=O)N[C@@H](CCCCN)C(=O)O